NCCNCCNCCC[Si](OC)(OC)OC (2-(2-aminoethylamino)ethylamino)propyltrimethoxysilane